tert-butyl (R)-(5-((3-((1-((tert-butyldimethylsilyl)oxy)propan-2-yl)amino)-1-(4-methoxybenzyl)-1H-pyrazolo[3,4-b]pyridin-4-yl)oxy)pyridin-2-yl)carbamate [Si](C)(C)(C(C)(C)C)OC[C@@H](C)NC1=NN(C2=NC=CC(=C21)OC=2C=CC(=NC2)NC(OC(C)(C)C)=O)CC2=CC=C(C=C2)OC